C1(CC1)NC(NC1=CC=C2C(=N1)N(C=C2C2=C(C=CC=C2)OC)COCC[Si](C)(C)C)=O 3-cyclopropyl-1-[3-(2-methoxyphenyl)-1-[[2-(trimethylsilyl)ethoxy]methyl]pyrrolo[2,3-b]pyridin-6-yl]urea